2,2'-azinobis-(3-ethylbenzothiazoline-6-sulfonic acid)-diammonium salt [NH4+].[NH4+].N(N=C1SC2=C(N1CC)C=CC(=C2)S(=O)(=O)[O-])=C2SC1=C(N2CC)C=CC(=C1)S(=O)(=O)[O-]